oxooctahydro-3aH-3,6-methanopyrrolo[3,2-b]pyridine O=C1C2C3NCC(CC3N1)C2